5-chloro-1-(2,6-Difluorobenzyl)-4-formyl-1H-pyrazole-3-carboxylic acid ethyl ester C(C)OC(=O)C1=NN(C(=C1C=O)Cl)CC1=C(C=CC=C1F)F